C(CCCCCCC(C)C)OC(CCCCCC(C)C)=O isononanoic acid isodecyl ester